N-(4-(2-(4-methoxyphenyl)propan-2-yl)thiazol-2-yl)-5-(piperazin-1-yl)pyrazine-2-carboxamide COC1=CC=C(C=C1)C(C)(C)C=1N=C(SC1)NC(=O)C1=NC=C(N=C1)N1CCNCC1